5-((3,4-difluoro-2-methylphenyl)-amino)-N-(6-meth-oxy-2-methylpyridin-3-yl)-2-(tri-fluoromethyl)isonicotinamide FC=1C(=C(C=CC1F)NC1=CN=C(C=C1C(=O)NC=1C(=NC(=CC1)OC)C)C(F)(F)F)C